C(C)OC=1C=C(C=C(C1C)OCC)[C@@H](C)N(C(=O)NC1(CC(C1)(F)F)C(=O)OC)CCC#CC1=CC=NC=C1 methyl 1-({[(1R)-1-(3,5-diethoxy-4-methylphenyl)ethyl] [4-(pyridin-4-yl)but-3-yn-1-yl]carbamoyl}amino)-3,3-difluorocyclobutane-1-carboxylate